OC[C@@]1(O)[C@H](O)[C@H](O)[C@H](O)CO1 α-D-psicopyranose